C(=O)(O)C(CC)C1(C2=CC=CC=C2C=2C=CC=CC12)C(CC)C(=O)O 9,9-Bis(1-carboxypropyl)fluorene